6-fluoro-3-(2-((1R,2S)-2-((6-oxo-5-(trifluoromethyl)-1,6-dihydropyridazin-4-yl)amino)cyclopentyl)ethyl)-7-(5-(trifluoromethyl)pyrimidin-2-yl)quinazolin-4(3H)-one FC=1C=C2C(N(C=NC2=CC1C1=NC=C(C=N1)C(F)(F)F)CC[C@@H]1[C@H](CCC1)NC=1C=NNC(C1C(F)(F)F)=O)=O